((1R*,2R*)-2-fluorocyclobutyl)-1H-1,2,3-triazol F[C@H]1[C@@H](CC1)N1N=NC=C1 |o1:1,2|